C1(CC1)C1=NN=C(S1)NC(CC1=CC(=C(OC2=C(C(=O)N)C=CC=N2)C=C1)F)=O 2-(4-(2-((5-cyclopropyl-1,3,4-thiadiazol-2-yl)amino)-2-oxoethyl)-2-fluorophenoxy)nicotinamide